C1=CC=CC=2C3=CC=CC=C3N(C12)C1=CC=C(C(=O)O)C=C1 4-(9-carbazolyl)-benzoic acid